perfluoro-n-hexadecyl-carboxylic acid FC(C(C(C(C(C(C(C(C(C(C(C(C(C(C(C(F)(F)F)(F)F)(F)F)(F)F)(F)F)(F)F)(F)F)(F)F)(F)F)(F)F)(F)F)(F)F)(F)F)(F)F)(F)F)(C(=O)O)F